Cl.C(C)NC(=O)C1=NN=C(N1)C1=C(C=C(C(=C1)CC)O)O N-ethyl-5-(5-ethyl-2,4-dihydroxyphenyl)-4H-1,2,4-triazole-3-carboxamide, hydrochloride